tert-butyl N-[3-ethyl-5-[[2-oxo-2-[(2R,5S)-5-methyl-2-[2-[(3s)-1,5,5-trimethylpyrrolidin-3-yl]-1,3-benzothiazol-5-yl]-1-piperidyl]acetyl]amino]-2-pyridyl]carbamate C(C)C=1C(=NC=C(C1)NC(C(N1[C@H](CC[C@@H](C1)C)C=1C=CC2=C(N=C(S2)[C@@H]2CN(C(C2)(C)C)C)C1)=O)=O)NC(OC(C)(C)C)=O